1,6-bis-(2-pyridinyl)-2,5-dithiahexane N1=C(C=CC=C1)CSCCSCC1=NC=CC=C1